4-(p-tolylthio)phenyldi-p-tolyl-sulfonium C1(=CC=C(C=C1)SC1=CC=C(C=C1)[S+](C1=CC=C(C=C1)C)C1=CC=C(C=C1)C)C